O=C1NC(CCC1C=1C(=NC=C(C1)N1CCC(CC1)=O)C(=O)N)=O (2,6-dioxopiperidin-3-yl)-5-(4-oxopiperidin-1-yl)pyridine-2-carboxamide